ClC1=NC(=C(C(=N1)N1[C@@H]2CO[C@H](C1)C2)C)Cl (1S,4S)-5-(2,6-dichloro-5-methylpyrimidin-4-yl)-2-oxa-5-azabicyclo[2.2.1]heptane